Cl.FC=1C=C2C(=NC1)NC=C2C=2N=CC1=C(N2)N(C=C1)[C@@H]1CNCCC1 (S)-2-(5-fluoro-1H-pyrrolo[2,3-b]pyridin-3-yl)-7-(piperidin-3-yl)-7H-pyrrolo[2,3-d]pyrimidine hydrochloride